FC1=C(C=C(C=C1)OC1=NC(=CC=C1)C=1C=CC2=C(OCCN2C)C1)O 2-fluoro-5-((6-(4-methyl-3,4-dihydro-2H-benzo[b][1,4]oxazin-7-yl)pyridin-2-yl)oxy)phenol